5-(2,6-difluorophenyl)-7-iodo-1,3-dihydro-1,4-benzodiazepin-2-one FC1=C(C(=CC=C1)F)C1=NCC(NC2=C1C=C(C=C2)I)=O